C(CCCCCCCCCCCCCCCC)(=O)C(O)[C@@H](O)CO heptadecanoyl-sn-glycerol